C(C)(C)(C)O[Zr] mono-tert-butoxyzirconium